3-[[3-(5-methyl-1,2,4-oxadiazol-3-yl)phenyl]-formamido]-propanoyl chloride CC1=NC(=NO1)C=1C=C(C=CC1)C(=O)NCCC(=O)Cl